1-(3-fluoroazetidin-1-yl)-2-(4-(3-isopropyl-2-(8-methoxy-[1,2,4]triazolo[1,5-a]pyridin-6-yl)-1H-indol-5-yl)piperidin-1-yl)ethan-1-one FC1CN(C1)C(CN1CCC(CC1)C=1C=C2C(=C(NC2=CC1)C=1C=C(C=2N(C1)N=CN2)OC)C(C)C)=O